(S)-3-fluoro-5-(((20,20,20-trifluoro-1-hydroxyicosan-2-yl)oxy)methyl)benzonitrile FC=1C=C(C#N)C=C(C1)CO[C@H](CO)CCCCCCCCCCCCCCCCCC(F)(F)F